8-Amino-5-(3-methylpiperazin-1-yl)-2,3-dihydro-1,4-benzodioxine NC1=CC=C(C2=C1OCCO2)N2CC(NCC2)C